NC=1C(=NC2=C(C(=C(C=C2C1N([C@H]1[C@H]2CN([C@@H]1C2)C(=O)OC(C)(C)C)C(=O)OC(C)(C)C)CCC#N)Br)F)SC tert-Butyl (1R,4R,5S)-5-((3-amino-7-bromo-6-(2-cyanoethyl)-8-fluoro-2-(methylthio)-quinolin-4-yl) (tert-butoxycarbonyl)amino)-2-azabicyclo[2.1.1]hexane-2-carboxylate